ClC1=C(C=C(C(=C1)Cl)OC(C(F)F)(F)F)NC(N([C@@H](C)C=1N(N=CN1)C1=NC=CC=N1)C)=O 3-[2,4-dichloro-5-(1,1,2,2-tetrafluoroethoxy)phenyl]-1-methyl-1-[(1S)-1-(2-pyrimidin-2-yl-1,2,4-triazol-3-yl)ethyl]urea